3-(2-chloro-3-phenylanilino)-5-chlorobenzoisothiazole ClC1=C(NC2=NSC3=C2C=C(C=C3)Cl)C=CC=C1C1=CC=CC=C1